methyl 7-(benzyloxy)-2-(3-bromophenyl)-6,6-difluoro-2,5,5-trimethylheptanoate C(C1=CC=CC=C1)OCC(C(CCC(C(=O)OC)(C)C1=CC(=CC=C1)Br)(C)C)(F)F